CP(OCC)(OC1=C(C(=CC(=C1)CCCCC)O)C1=C(C=CC(=C1)C)C(=C)C)=O ethyl (6-hydroxy-5'-methyl-4-pentyl-2'-(prop-1-en-2-yl)-[1,1'-biphenyl]-2-yl) methylphosphonate